(E)-Methyl 3-(4-fluoro-2-methylphenyl)acrylate FC1=CC(=C(C=C1)/C=C/C(=O)OC)C